(7-(3-methyl-1H-pyrrolo[2,3-b]pyridin-5-yl)-5-((S)-pyrrolidin-2-yl)-3,4-dihydroisoquinolin-2(1H)-yl)((R)-tetrahydrofuran-3-yl)methanone CC1=CNC2=NC=C(C=C21)C2=CC(=C1CCN(CC1=C2)C(=O)[C@H]2COCC2)[C@H]2NCCC2